5-(1-isopropyl-4-methyl-1H-pyrazol-5-yl)-1-methyl-3-(4-(1-methyl-4-(trifluoromethyl)-1H-imidazol-2-yl)benzyl)-1H-pyrazolo[4,3-d]pyrimidine C(C)(C)N1N=CC(=C1C=1N=CC2=C(N1)C(=NN2C)CC2=CC=C(C=C2)C=2N(C=C(N2)C(F)(F)F)C)C